C(\C=C/C(=O)[O-])(=O)[O-].[Li+].BrC1=CC(=C(C=C1)OC)COCC1=CC=C(C=C1)OC.[Li+] 4-bromo-1-methoxy-2-(((4-methoxybenzyl)oxy)methyl)benzene lithium maleate salt